C(C1=CC=CC=C1)N1C=CC=2C3=C(N=CC2C1=O)NC(=C3C3=CC=NC=C3)[Si](C)(C)C 7-benzyl-1-(pyridin-4-yl)-2-(trimethylsilyl)-3,7-dihydro-6H-pyrrolo[2,3-c][2,7]naphthyridin-6-one